2-[3-(2-amino-6-{4-[(3-oxopiperazin-1-yl)methyl]phenyl}-7H-pyrrolo[2,3-d]pyrimidin-4-yl)-2-(hydroxymethyl)phenyl]-6-cyclopropyl-8-fluoroisoquinolin-1(2H)-one NC=1N=C(C2=C(N1)NC(=C2)C2=CC=C(C=C2)CN2CC(NCC2)=O)C=2C(=C(C=CC2)N2C(C1=C(C=C(C=C1C=C2)C2CC2)F)=O)CO